(S)-tert-butyl (2-((2-(N,N-bis(4-methoxybenzyl)sulfamoyl)-4-iodo-3-(2-(4-methoxy benzyl)-2H-tetrazol-5-yl)phenyl)sulfonyl)-3-hydroxypropyl)carbamate COC1=CC=C(CN(S(=O)(=O)C2=C(C=CC(=C2C=2N=NN(N2)CC2=CC=C(C=C2)OC)I)S(=O)(=O)[C@@H](CNC(OC(C)(C)C)=O)CO)CC2=CC=C(C=C2)OC)C=C1